[As].[Sn]=O tin oxide arsenic